tert-Butyl 3-[2-[2-fluoro-6-(trifluoromethyl)phenyl]ethyl]azetidine-1-carboxylate tert-Butyl-(E)-3-(2-fluoro-6-(trifluoromethyl)styryl)azetidine-1-carboxylate C(C)(C)(C)OC(=O)N1CC(C1)\C=C\C1=C(C=CC=C1C(F)(F)F)F.FC1=C(C(=CC=C1)C(F)(F)F)CCC1CN(C1)C(=O)OC(C)(C)C